COC(=O)C1=CN(C(=C1)B1OC(C(O1)(C)C)(C)C)C.N1N=CC2=CC=CC(=C12)CNC(C=CC1=CC(=C(C=C1)F)F)=O N-[(1H-indazol-7-yl)methyl]-3-(3,4-difluorophenyl)acrylamide methyl-1-methyl-5-(4,4,5,5-tetramethyl-1,3,2-dioxaborolan-2-yl)-1H-pyrrole-3-carboxylate